Cl.[Si](C1=CC=CC=C1)(C1=CC=CC=C1)(C(C)(C)C)OC[C@H](N)C(=O)OC(C(C)C)C(C)C 2,4-dimethylpentan-3-yl O-(tert-butyldiphenylsilyl)-L-serinate hydrochloride